4-((5-(quinolin-6-yl)-4-(trifluoromethoxy)pyrrolo[2,1-f][1,2,4]triazin-2-yl)amino)bicyclo[2.2.1]heptan-1-ol N1=CC=CC2=CC(=CC=C12)C=1C=CN2N=C(N=C(C21)OC(F)(F)F)NC21CCC(CC2)(C1)O